COC1([C@H]2[C@H](O)[C@H](O)[C@@H](CO)O2)C=NC(=O)NC1=O 5-methoxypseudouridine